2-(1-(difluoromethyl)-1H-pyrazol-4-yl)-1H-pyrrole FC(N1N=CC(=C1)C=1NC=CC1)F